2-(3-acetyl-1H-indol-1-yl)-N-(2-((3-chloro-2-fluorophenylmethyl)amino)-2-oxoethyl)-N-cyclopropylacetamide C(C)(=O)C1=CN(C2=CC=CC=C12)CC(=O)N(C1CC1)CC(=O)NCC1=C(C(=CC=C1)Cl)F